2-methoxy-3-(1-methyl-1H-1,2,4-triazol-3-yl)benzaldehyde COC1=C(C=O)C=CC=C1C1=NN(C=N1)C